1-methyl-7-(4-(trifluoromethoxy)benzyl)-4H,6H-benzo[e][1,2,4]triazolo[3,4-c][1,4]oxazepine CC1=NN=C2COCC3=C(N21)C=CC=C3CC3=CC=C(C=C3)OC(F)(F)F